C1(CCC1)CNCC=1C=CC=2N(C1)C=C(N2)CN2N=NC(=C2)C=2C=NC=C(C2)N2CCNCC2 1-cyclobutyl-N-((2-((4-(5-(piperazin-1-yl)pyridin-3-yl)-1H-1,2,3-triazol-1-yl)methyl)imidazo[1,2-a]pyridin-6-yl)methyl)methylamine